(2S)-2-amino-3-[(4-chloro-phenyl)methoxy]propanoic acid N[C@H](C(=O)O)COCC1=CC=C(C=C1)Cl